1,1-dioxothia-cyclohexane O=S1(CCCCC1)=O